3-(4-(tert-butyl)phenyl)quinoxaline-6-carbonitrile C(C)(C)(C)C1=CC=C(C=C1)C=1C=NC2=CC=C(C=C2N1)C#N